Cl.NC(C(=O)NC1=CC=C(C=C1)C=1C(=NN(C1C)COCC[Si](C)(C)C)C)([2H])C1CCCCC1 2-amino-2-cyclohexyl-N-(4-(3,5-dimethyl-1-((2-(trimethylsilyl)ethoxy)methyl)-1H-pyrazol-4-yl)phenyl)acetamide-2-d hydrochloride